3-((1r,3r)-3-((tert-butyldimethylsilyl)oxy)cyclobutyl)-2-(trifluoromethyl)-3H-imidazo[4,5-b]pyridine [Si](C)(C)(C(C)(C)C)OC1CC(C1)N1C(=NC=2C1=NC=CC2)C(F)(F)F